2-(6-bromo-4,7-dichloro-indazol-2-yl)acetic acid ethyl ester C(C)OC(CN1N=C2C(=C(C=C(C2=C1)Cl)Br)Cl)=O